O=C1NC(CCC1N1CC2=CC=C(C=C2C1)N1CC(N(C(C1)C)CC1CCN(CC1)C1=CC=C(C=C1)[C@H]1[C@H](CCC2=CC(=CC=C12)O)C1=CC=CC=C1)C)=O 2-(2,6-dioxopiperidin-3-yl)-5-(4-((1-(4-((1R,2S)-6-hydroxy-2-phenyl-1,2,3,4-tetrahydronaphthalen-1-yl)phenyl)piperidin-4-yl)methyl)-3,5-dimethylpiperazin-1-yl)isoindoline